C1(CC1)C1=C(N=CN1CC1=CC2=C(N(C(N2C)=O)C)C=C1)C1COCC1 5-[(5-cyclopropyl-4-tetrahydrofuran-3-yl-imidazol-1-yl)methyl]-1,3-dimethyl-benzimidazol-2-one